C(C)(C)(C)N1N=C(C(=C1NC1=CC2=CC=CC=C2C=C1)C(=O)N)C1=CC=C(C=C1)[N+](=O)[O-] 1-tert-butyl-5-[(naphthalen-2-yl)amino]-3-(4-nitrophenyl)-1H-pyrazole-4-carboxamide